3-ethyl-7-((4-(8-(methylamino)pyrrolo[1,2-a]pyrimidin-3-yl)piperazin-1-yl)methyl)-1,5-diAzanaphthalen-2(1H)-one C(C)C=1C(NC2=CC(=CN=C2C1)CN1CCN(CC1)C=1C=NC=2N(C1)C=CC2NC)=O